FC=1C=C2C(C[C@H]([C@@H](C2=CC1F)NC(=O)NC=1C(=NC(=C(C1)C)C1=NN(C=C1)C)C1=CC=CC=C1)O)(C)C 1-((1r,2r)-6,7-difluoro-2-hydroxy-4,4-dimethyl-1,2,3,4-tetrahydronaphthalen-1-yl)-3-(5-methyl-6-(1-methyl-1H-pyrazol-3-yl)-2-phenylpyridin-3-yl)urea